6-(cyclohexylmethyl)-2-methyl-6,7,8,9-tetrahydro-11H-pyrido[2,1-b]quinazolin-11-one C1(CCCCC1)CC1CCCN2C1=NC1=CC=C(C=C1C2=O)C